NC1(CCCC1)O (2S)-2-amino-2-cyclopentanol